FC1=C(N(C=C1)C1=CC=CC=C1)C1=CC=C(C=C1)[N+](=O)[O-] 3-fluoro-2-(4-nitrophenyl)-1-phenyl-1H-pyrrole